methyl 2-(chloromethyl)-1-((1-ethyl-1H-imidazol-5-yl)methyl)-4-fluoro-1H-benzo[d]imidazole-6-carboxylate dihydrochloride Cl.Cl.ClCC1=NC2=C(N1CC1=CN=CN1CC)C=C(C=C2F)C(=O)OC